C1=CC=CC=2SC3=C(C21)C=CC=C3.COC3=CC=C(C=C3)C(C3=CC=CC=C3)=O 2-methoxy-5-benzoyl-benzene-dibenzothiophene salt